3-(2-chloro-5-methylsulfinyl-phenyl)-1,4-oxazepan ClC1=C(C=C(C=C1)S(=O)C)C1COCCCN1